ONC(C=CCCC=CC(=O)NO)=O N,N'-dihydroxy-ethylenebisacrylamide